2,4,6-trichloro-3,5-bistrifluoromethylbromobenzene ClC1=C(C(=C(C(=C1C(F)(F)F)Cl)C(F)(F)F)Cl)Br